5-Oxo-N-(3-((4-(4-(trifluoromethyl)piperidin-1-yl)phenyl)amino)benzyl)pyrrolidine-3-carboxamide O=C1CC(CN1)C(=O)NCC1=CC(=CC=C1)NC1=CC=C(C=C1)N1CCC(CC1)C(F)(F)F